CN(C)CC1=C(C=CC(=N1)NC=1C=CC(=C2CNC(C12)=O)C1=CN=C2N1C=CC(=C2)F)[C@H]2C[C@H](CC2)O 7-((6-((dimethylamino)methyl)-5-((1R,3S)-3-hydroxycyclopentyl)pyridin-2-yl)amino)-4-(7-fluoroimidazo[1,2-a]pyridin-3-yl)isoindolin-1-one